N-({4-amino-1H,3H-furo[3,4-c]quinolin-7-yl}methyl)-6-cyano-N-(4-fluoro-2-methanesulfonylphenyl)pyridine-3-carboxamide NC1=NC=2C=C(C=CC2C2=C1COC2)CN(C(=O)C=2C=NC(=CC2)C#N)C2=C(C=C(C=C2)F)S(=O)(=O)C